4'-(6-chloro-5-fluoro-1H-indole-2-carbonyl)-13'-methyl-4',8',9',13'-tetraazaspiro[cyclopropane-1,12'-tricyclo[7.5.0.02,7]tetradecane] ClC1=C(C=C2C=C(NC2=C1)C(=O)N1CC2C3CN(C4(CCN3NC2CC1)CC4)C)F